2-(4-methylphenyl)quinoline-4-carboxylic acid methyl ester COC(=O)C1=CC(=NC2=CC=CC=C12)C1=CC=C(C=C1)C